C1N(CC2=CC=CC=C12)CC=1OC=C(C(C1)=O)OCC1CCC(CC1)S(=O)(=O)C 2-(isoindolin-2-ylmethyl)-5-((4-(S-methylsulfonyl)cyclohexyl)methoxy)-4H-pyran-4-one